(R)-methylheptyl sulfoxide C[S@@](=O)CCCCCCC